C1(=CC=CC=C1)CCCN1CCN(CC1)CC1=CC=C2CCC3(C2=C1)CCC(CC3)C(=O)O 6'-{[4-(3-phenylpropyl)piperazin-1-yl]methyl}-2',3'-dihydrospiro[cyclohexane-1,1'-indene]-4-carboxylic acid